S1C=NC2=C1C=CC(=C2)CN(C(=O)[C@H]2N(CCC2)[S@](=O)(=N)C2=CC=C(C=C2)C)C2CCC1(CC1(F)F)CC2 (S)-N-(Benzo[d]thiazol-5-ylmethyl)-N-((3R,6s)-1,1-difluorospiro[2.5]octan-6-yl)-1-((R)-4-methylphenylsulfonimidoyl)pyrrolidine-2-carboxamide